COCCNC=1C=C(C=CC1)N1C(=C2C(N(N=CC2=C1C)C1=CC=CC=C1)=O)C 6-(3-(2-Methoxyethylamino)phenyl)-5,7-dimethyl-2-phenyl-2,6-dihydro-1H-pyrrolo[3,4-d]pyridazin-1-one